O=C1NC(CCC1N1C(C2=CC=CC(=C2C1=O)CCCOCCO)=O)=O 2-(2,6-dioxo-3-piperidyl)-4-[3-(2-hydroxyethoxy)propyl]isoindoline-1,3-dione